N7-deazapurine N1=CN=C2N=CCC2=C1